[Si](C)(C)(C(C)(C)C)OCCCC1=C(C=CC=C1)P(C1=CC=CC=C1)C1=CC=CC=C1 (3-((tert-butyldimethylsilyl)oxy)propyl)triphenylphosphine